tetrahydrofuran-3-yl dodecanoate C(CCCCCCCCCCC)(=O)OC1COCC1